N-(3-fluoro-pyridin-2-yl)-3-(5-(1-methyl-piperidin-4-yloxy)pyridin-2-yl)-1,2,4-thiadiazol-5-amine FC=1C(=NC=CC1)NC1=NC(=NS1)C1=NC=C(C=C1)OC1CCN(CC1)C